5-(trifluorometh-yl)pyridin-3-amine FC(C=1C=C(C=NC1)N)(F)F